N-(1-cyanocyclopropyl)-9-(5-(difluoromethyl)-1,3,4-thiadiazol-2-yl)-4-(hexahydropyrrolo[3,4-c]pyrrol-2(1H)-yl)-9H-pyrimido[4,5-b]indole-7-sulfonamide C(#N)C1(CC1)NS(=O)(=O)C1=CC=C2C3=C(N(C2=C1)C=1SC(=NN1)C(F)F)N=CN=C3N3CC1CNCC1C3